Benzyl 4-(t-butyl) (R)-2-(methoxy(methyl)carbamoyl)piperazin-1,4-dicarboxylate CON(C(=O)[C@@H]1N(CCN(C1)C(=O)OC(C)(C)C)C(=O)OCC1=CC=CC=C1)C